FC(C(CS(=O)(=O)C)C=1C=CC(=NC1)N1N=CC(=C1)C1=NC=2C(=NC=CC2)N1)(F)F (1-(5-(1,1,1-trifluoro-3-(methylsulfonyl)propan-2-yl)pyridin-2-yl)-1H-pyrazol-4-yl)-3H-imidazo[4,5-b]pyridine